(4-bromopyridin-2-yl)-2-{6-methyl-3,6-diazabicyclo[3.2.2]non-3-yl}acetamide BrC1=CC(=NC=C1)C(C(=O)N)N1CC2CN(C(C1)CC2)C